C1(CC1)C=1C=NN2C1N=C(C=C2)C2=CNC=1N=C(N=CC12)NCC(C)(C)C 5-(3-cyclopropylpyrazolo[1,5-a]pyrimidin-5-yl)-N-neopentyl-7H-pyrrolo[2,3-d]pyrimidin-2-amine